C1N(CCC12OCCOC2)C2=CC=CC(=N2)C2=NC1=CC(=NC=C1C=C2)CNC(C2=CC(=C(C=C2)C)S(=O)(=O)C)=O N-((2-(6-(6,9-dioxa-2-azaspiro[4.5]decan-2-yl)pyridin-2-yl)-1,6-naphthyridin-7-yl)methyl)-4-methyl-3-(methylsulfonyl)benzamide